C(#N)C1(CC1)CN(C(OC(C)(C)C)=O)C tert-butyl N-[(1-cyanocyclopropyl) methyl]-N-methyl-carbamate